(5R)-2-tert-butyl-2,5-dimethyl-1,3-dioxolan-4-one C(C)(C)(C)C1(O[C@@H](C(O1)=O)C)C